N1[C@H](CCC1)C(=O)OCC ethyl D-prolinate